O[C@@H]1[C@@](CCC1)(C(=O)N)C |r| rac-(1R,2S)-2-hydroxy-1-methylcyclopentane-1-carboxamide